2-(3-((tert-butyldimethylsilyl)oxy)-1,1-diphenylpropan-2-yl)-5-methoxy-1-methyl-6-oxo-1,6-dihydropyrimidine-4-carboxylic acid methyl ester COC(=O)C=1N=C(N(C(C1OC)=O)C)C(C(C1=CC=CC=C1)C1=CC=CC=C1)CO[Si](C)(C)C(C)(C)C